strontium fluoroiodate I(=O)(=O)F.[Sr]